O1S(OC2C1CCCC2)=O hexahydrobenzo[1,3,2]dioxathiolane-2-oxide